3-(methylsulfonamido)benzamide CS(=O)(=O)NC=1C=C(C(=O)N)C=CC1